NC1C(CCC2=CC=CC=C12)O 1-Amino-1,2,3,4-tetrahydronaphthalen-2-ol